3-chloro-2-(6-((6-(trifluoromethyl)pyrimidin-4-yl)amino)-1H-pyrazolo[4,3-c]pyridin-1-yl)benzonitrile ClC=1C(=C(C#N)C=CC1)N1N=CC=2C=NC(=CC21)NC2=NC=NC(=C2)C(F)(F)F